C(C)N1C2=NC(=NC=C2N=C1C1=CC=NC=C1)C1=NC(=NC=C1)C1CCOCC1 9-ethyl-8-(pyridin-4-yl)-2-(2-(tetrahydro-2H-pyran-4-yl)pyrimidin-4-yl)-9H-purin